(1R,5S,6r)-3-Oxabicyclo[3.1.0]hexan-6-amine, hydrochloride Cl.[C@H]12COC[C@@H]2C1N